CNS(=O)(=O)C1=CC=CC=C1 2-methylsulfamoylbenzene